FC=1C=C2C(N3C(=NC2=C(C1)C)C(C1=CC(=CC=C13)[N+](=O)[O-])=O)=O 2-fluoro-4-methyl-8-nitroindolo[2,1-b]quinazoline-6,12-dione